4-(5-(4-((4-(2-(3-chloro-5-cyanophenyl)prop-2-yl)phenoxy)methyl)pyrimidin-2-yl) Hexahydropyrrolo[3,4-c]pyrrol-2(1H)-yl)piperidine-1-carboxylate ClC=1C=C(C=C(C1)C#N)C(C)(C)C1=CC=C(OCC2=NC(=NC=C2)N2CC3C(C2)CN(C3)C3CCN(CC3)C(=O)[O-])C=C1